CC1=CC=C2C(=C(N(C2=C1C=1C(=NN(C1C)C)C)CCN1CCNCC1)C(=O)OC(C)(C)C)CCCOC1=CC=CC2=CC=CC=C12 tert-butyl 6-methyl-3-(3-(naphthalen-1-yloxy)propyl)-1-(2-(piperazin-1-yl)ethyl)-7-(1,3,5-trimethyl-1H-pyrazol-4-yl)-1H-indole-2-carboxylate